1-(3-acetyl-6-chloro-2-pyridyl)-3-methyl-pyrazole-4-carbonitrile C(C)(=O)C=1C(=NC(=CC1)Cl)N1N=C(C(=C1)C#N)C